C(C)(=O)O[C@@H]1CC2=CC[C@H]3[C@@H]4CC([C@@H]([C@@]4(C)CC[C@@H]3[C@]2(CC1)C)CNC1=CC=C(C=C1)C)=O 17β-p-toluylaminomethyl-16-oxo-androsta-5-en-3β-ol acetate